(rac)-2'-[6-amino-5-(trifluoromethyl)pyridin-3-yl]-N-benzyl-5',6'-dihydrospiro[pyrrolidine-3,4'-pyrrolo[1,2-b]pyrazole]-1-carboxamide NC1=C(C=C(C=N1)C=1C=C2N(N1)CC[C@]21CN(CC1)C(=O)NCC1=CC=CC=C1)C(F)(F)F |r|